5-[(4-Methylphenoxypropylsulfanyl)methyl]oxazol-2(3H)-one CC1=CC=C(OCCCSCC2=CNC(O2)=O)C=C1